1-(6,7-dihydro-5H-benzo[6,7]cyclohepta[1,2-c]pyridazin-3-yl)-N3-(6-(4-methylpiperazin-1-yl)pyridin-3-yl)-1H-1,2,4-triazole-3,5-diamine N1=NC(=CC2=C1C1=C(CCC2)C=CC=C1)N1N=C(N=C1N)NC=1C=NC(=CC1)N1CCN(CC1)C